[73Ge] The molecule is the stable isotope of germanium with relative atomic mass 72.923459, 7.73 atom percent natural abundance and nuclear spin 9/2.